1-[4-[[4-(cyclopropylamino)-3-methyl-1H-pyrazolo[3,4-d]pyrimidin-6-yl]amino]indazol-1-yl]-2-methyl-propan-2-ol C1(CC1)NC1=C2C(=NC(=N1)NC1=C3C=NN(C3=CC=C1)CC(C)(O)C)NN=C2C